(R)-ethyl 4-bromo-1-(2-((tert-butoxycarbonyl)amino)-3,3-dimethylbutyl)-3-(3-methoxypropoxy)-1H-pyrazole-5-carboxylate BrC=1C(=NN(C1C(=O)OCC)C[C@@H](C(C)(C)C)NC(=O)OC(C)(C)C)OCCCOC